salicylic acid cyclohexylester C1(CCCCC1)OC(C=1C(O)=CC=CC1)=O